ClC1=C(N=C(S1)NS(=O)(=O)C1CC1)C(C)(C)NC(C1=CC=C(C=C1)C1=NC(=CN=C1)C(F)(F)F)=O N-(2-(5-chloro-2-(cyclopropanesulfonylamino)thiazol-4-yl)propan-2-yl)-4-(6-(trifluoromethyl)pyrazin-2-yl)benzamide